C1C=2C=C3C(=NC2CCN1)C=CC=C3 1,2,3,4-Tetrahydrobenzo[b][1,6]naphthyridine